benzyl 2-chloro-5-fluoro-carbanilate ClC1=C(NC(OCC2=CC=CC=C2)=O)C=C(C=C1)F